dicyclopentenoxyethyl (3-ethyl-3-oxetanylmethyl) ether C(C)C1(COC1)COCC(OC1=CCCC1)OC1=CCCC1